The molecule is a quaternary ammonium ion consisting of L-histidine with a 3-(trimethylammonio)-3-carboxypropyl group at the 2-position of the the imidazole ring. It is a conjugate acid of a diphthinate. C[N+](C)(C)[C@@H](CCC1=NC=C(N1)C[C@@H](C(=O)O)N)C(=O)O